CC1(OB(OC1(C)C)C1=CN(C=2N=NC=CC21)S(=O)(=O)C2=CC=C(C)C=C2)C 5-(4,4,5,5-Tetramethyl-1,3,2-dioxaborolan-2-yl)-7-tosyl-7H-pyrrolo[2,3-c]pyridazine